C1(CC1)S(=O)(=O)NC(=O)C1=C(OC2=C1C=C(C=C2)OCC2=CC(=CC=C2)F)C N-(cyclopropylsulfonyl)-5-((3-fluorobenzyl)oxy)-2-methylbenzofuran-3-carboxamide